(1-(2-methyl-5-nitro-3-(trifluoromethyl)phenyl)ethyl)-7-morpholinophthalazin-1-amine CC1=C(C=C(C=C1C(F)(F)F)[N+](=O)[O-])C(C)C1=NN=C(C2=CC(=CC=C12)N1CCOCC1)N